5-{3-[(3-chloro-5-fluorophenyl)methoxy]-5-fluoropyridin-2-yl}-N-(3-chloro-5-methanesulfonamidophenyl)-1-methyl-1H-pyrrole-3-carboxamide ClC=1C=C(C=C(C1)F)COC=1C(=NC=C(C1)F)C1=CC(=CN1C)C(=O)NC1=CC(=CC(=C1)NS(=O)(=O)C)Cl